calcium diphenylsulfone C1(=CC=CC=C1)S(=O)(=O)C1=CC=CC=C1.[Ca]